ethyl 2-(5-chloro-3-fluoro-2-pyridyl)-2-[5-(difluoromethyl)-2-[(4-methoxyphenyl)methyl]pyrazol-3-yl]acetate ClC=1C=C(C(=NC1)C(C(=O)OCC)C=1N(N=C(C1)C(F)F)CC1=CC=C(C=C1)OC)F